OC1=C(C=CC=C1)C(/C=C/C1=CC=C(C=C1)NC(C)=O)=O N-[4-[(E)-3-(2-Hydroxyphenyl)-3-oxoprop-1-enyl]phenyl]acetamide